(exo)-N-[8-amino-6-(4-methylpyridin-3-yl)-2,7-naphthyridin-3-yl]-3-(morpholin-4-yl)bicyclo[3.1.0]Hexane-6-carboxamide NC=1N=C(C=C2C=C(N=CC12)NC(=O)C1C2CC(CC12)N1CCOCC1)C=1C=NC=CC1C